FC1=C(C=CC=C1B1OC(C(O1)(C)C)(C)C)/C=C(/C(=O)OCC)\C ethyl (E)-3-[2-fluoro-3-(4,4,5,5-tetramethyl-1,3,2-dioxaborolan-2-yl)phenyl]-2-methyl-prop-2-enoate